NC(C(=O)O)(C(CC)C)O 2-amino-hydroxy-3-methylpentanoic acid